N-[4-(3-chlorophenoxy)-3-sulfamoylphenyl]-2-(2,4-dichlorophenyl)acetamide ClC=1C=C(OC2=C(C=C(C=C2)NC(CC2=C(C=C(C=C2)Cl)Cl)=O)S(N)(=O)=O)C=CC1